CC(C)NC1=CC=C2C=NN(C2=C1)C1=CN=CC=N1 6-{6-[(1-methylethyl)amino]-1H-indazol-1-yl}pyrazin